2-(1,4-dioxan-2-yl)-N-methyl-6-(6-(trifluoromethyl)picolinamido)imidazo[1,2-a]pyridine-7-carboxamide O1C(COCC1)C=1N=C2N(C=C(C(=C2)C(=O)NC)NC(C2=NC(=CC=C2)C(F)(F)F)=O)C1